(fluoro(2-(((3S,6S,9aS)-3-(3-(4-(oxetan-3-yloxy)pyridin-3-yl)azetidine-1-carbonyl)-5-oxooctahydro-1H-pyrrolo[1,2-a]azepin-6-yl)carbamoyl)benzo[b]thiophen-5-yl)methyl)phosphonic acid FC(C1=CC2=C(SC(=C2)C(N[C@H]2CCC[C@@H]3N(C2=O)[C@@H](CC3)C(=O)N3CC(C3)C=3C=NC=CC3OC3COC3)=O)C=C1)P(O)(O)=O